9-benzo[1,3]dioxol-5-yl-4,6,7-trimethoxy-3H-naphtho[2,3-c]furan-1-one O1COC2=C1C=CC(=C2)C2=C1C=C(C(=CC1=C(C1=C2C(OC1)=O)OC)OC)OC